2,3-diethyl-5,6-dimethyl-4-butoxy-phenol C(C)C1=C(C(=C(C(=C1CC)OCCCC)C)C)O